2'-[6-(oxetan-3-yloxy)-1,5-naphthyridin-4-yl]-5',6'-dihydro-1'H-spiro[cyclopropane-1,7'-pyrrolo[3,2-c]pyridin]-4'-one O1CC(C1)OC=1N=C2C(=CC=NC2=CC1)C1=CC=2C(NCC3(C2N1)CC3)=O